N-((1R,3R,5S)-8-(((3aR,5S,6aS)-5-((4-Fluorobenzyl)amino)hexahydrocyclopenta[c]pyrrol-2(1H)-yl)sulfonyl)-8-azabicyclo[3.2.1]octan-3-yl)-5-(oxetan-3-yl)isoxazole-3-carboxamide FC1=CC=C(CNC2C[C@@H]3[C@@H](CN(C3)S(=O)(=O)N3[C@H]4CC(C[C@@H]3CC4)NC(=O)C4=NOC(=C4)C4COC4)C2)C=C1